2-(2-ethylbenzyl)-7-bromo-1-tetralone C(C)C1=C(CC2C(C3=CC(=CC=C3CC2)Br)=O)C=CC=C1